3-fluorothiophene-2-sulfonamide FC1=C(SC=C1)S(=O)(=O)N